N-(2,3-difluoro-4-(((S)-tetrahydrofuran-2-yl)methoxy)phenyl)-6-(((S)-pyrrolidin-3-yl)oxy)pyrido[3,2-d]pyrimidin-4-amine FC1=C(C=CC(=C1F)OC[C@H]1OCCC1)NC=1C2=C(N=CN1)C=CC(=N2)O[C@@H]2CNCC2